2-(3,5-dichloro-4-((2-(5-fluoro-2-methylbenzyl)-1-oxo-1,2,3,4-Tetrahydroisoquinolin-6-yl)oxy)phenyl)hydrazine ClC=1C=C(C=C(C1OC=1C=C2CCN(C(C2=CC1)=O)CC1=C(C=CC(=C1)F)C)Cl)NN